4-(2,3-dichloro-6-hydroxyphenyl)-N-methylpiperidine-2-carboxamide ClC1=C(C(=CC=C1Cl)O)C1CC(NCC1)C(=O)NC